3-((3S,5R)-3-methyl-5-((5-(oxazol-2-yl)-1H-pyrrolo[2,3-b]pyridin-4-yl)amino)piperidin-1-yl)-3-oxopropanenitrile C[C@@H]1CN(C[C@@H](C1)NC1=C2C(=NC=C1C=1OC=CN1)NC=C2)C(CC#N)=O